C1(CC1)C1=NOC(=N1)COC=1C=C(C=NC1)[C@@](O)(C1=CC=C(C=C1)C(C)C)C1(CN(C1)C)C (R)-[5-(3-Cyclopropyl-[1,2,4]oxadiazol-5-ylmethoxy)-pyridin-3-yl]-(1,3-dimethyl-azetidin-3-yl)-(4-isopropyl-phenyl)-methanol